(R)-3-((S)-3-oxo-1,3,7,7a,8,9,10,11-octahydro-2H-pyrazino[1',2':4,5][1,4]oxazino[3,2-e]isoindol-2-yl)piperidine-2,6-dione O=C1N(CC=2C3=C(C=CC12)OC[C@H]1N3CCNC1)[C@H]1C(NC(CC1)=O)=O